C(C)(C)(C)OC(N[C@H](C)C1=C(C=CC(=C1)F)OCCCC(C)N1C=NC=2C=NC=3C=CC(=CC3C21)Br)=O (R)-1-(2-(4-(8-bromo-1H-imidazo[4,5-c]quinolin-1-yl)pentyloxy)-5-fluorophenyl)ethylcarbamic acid tert-butyl ester